ClC1=C(C=C(C=C1)Cl)S(=O)(=O)O 2,5-dichlorobenzenesulfonic acid